NC=1C=C(C=NC1)C1NCC(NC1)=O 5-(5-amino-3-pyridyl)piperazin-2-one